COC(=O)C1=NN(C2=C(C=C(C=C12)Br)F)C1CC1.FC1=CC=C(C=C1)C(C=C1NCCCN1)=O 1-(4-fluorophenyl)-2-(tetrahydropyrimidin-2(1H)-ylidene)ethan-1-one Methyl-5-bromo-1-cyclopropyl-7-fluoro-1H-indazole-3-carboxylate